6-[6-methoxy-5-({3-[methyl-(propyl)carbamoyl]cyclohexyl}carbamoyl)pyridin-3-yl]-N-methyl-1H-indazole-3-carboxamide COC1=C(C=C(C=N1)C1=CC=C2C(=NNC2=C1)C(=O)NC)C(NC1CC(CCC1)C(N(CCC)C)=O)=O